(R)-4-(4-(1-(3-(difluoromethyl)-2-fluorophenyl)ethylamino)-2-methylpyrido[2,3-d]pyrimidin-6-yl)-3,6-dihydro-2H-thiopyran 1,1-dioxide FC(C=1C(=C(C=CC1)[C@@H](C)NC=1C2=C(N=C(N1)C)N=CC(=C2)C=2CCS(CC2)(=O)=O)F)F